4,4'-(9-methyl-8-(1H-pyrazol-3-yl)-9H-purine-2,6-diyl)dimorpholine tert-butyl-3-ethynyl-4,4-difluoro-3-methylpyrrolidine-1-carboxylate C(C)(C)(C)OC(=O)N1CC(C(C1)(F)F)(C)C#C.CN1C2=NC(=NC(=C2N=C1C1=NNC=C1)N1CCOCC1)N1CCOCC1